BrC=1C=C2C(=C(N(C2=CC1)CC)C=1C(=NC=CC1)[C@H](C)OC)CC(C(=O)OCC)(C)C ethyl 3-(5-bromo-1-ethyl-2-[2-[(1S)-1-methoxyethyl]pyridin-3-yl]indol-3-yl)-2,2-dimethylpropanoate